5-{[1-(6-chloro-7-methoxy-2-oxo-1,2-dihydroquinolin-3-yl)ethyl]amino}-1-methyl-6-oxo-1,6-dihydropyridine-2-carbonitrile ClC=1C=C2C=C(C(NC2=CC1OC)=O)C(C)NC1=CC=C(N(C1=O)C)C#N